C(CCCCCCCCC)C=1C=CC2=C(N=C(O2)NC[C@@H]2CN(CC2)C(=O)OC(C)(C)C)C1 tert-butyl (R)-3-(((5-decylbenzo[d]oxazol-2-yl)amino)methyl)pyrrolidine-1-carboxylate